2-Chloro-N-(2-(tetrahydro-2H-pyran-4-yl)ethyl)-7,8-dihydro-5H-pyrano[4,3-d]pyrimidin-4-amine ClC=1N=C(C2=C(N1)CCOC2)NCCC2CCOCC2